ClC1=C(C(=O)NC2(CC2)C#N)C=C(C=C1)C=1C=NN(C1)C=1N(N=C(C1C(F)(F)F)OC(C(F)F)(F)F)C 2-chloro-N-(1-cyanocyclopropyl)-5-[1-[2-methyl-5-(1,1,2,2-tetrafluoroethoxy)-4-(trifluoromethyl)pyrazol-3-yl]pyrazol-4-yl]benzamide